1-[5-ethylsulfanyl-6-[3-methyl-6-(trifluoromethylsulfanyl)imidazo[4,5-b]pyridin-2-yl]-3-pyridinyl]cyclopropanecarbonitrile C(C)SC=1C=C(C=NC1C1=NC=2C(=NC=C(C2)SC(F)(F)F)N1C)C1(CC1)C#N